CNC1=C(C=C(C=C1)[N+](=O)[O-])N1C=NC(=C1)C1=C(OCCNC(CCCC[C@@H]2SC[C@@H]3NC(N[C@@H]32)=O)=O)C=C(C=C1)C(F)(F)F N-(2-(2-(1-(2-(methylamino)-5-nitrophenyl)-1H-imidazol-4-yl)-5-(trifluoromethyl)phenoxy)ethyl)-5-((3AS,4S,6AR)-2-oxohexahydro-1H-thieno[3,4-d]imidazol-4-yl)pentanamide